N-((1R,3S)-3-((6-chloro-2-(trifluoromethyl)quinolin-4-yl)amino)cyclohexyl)-2-methyl-6,7-dihydrothiazolo[5,4-c]pyridine ClC=1C=C2C(=CC(=NC2=CC1)C(F)(F)F)N[C@@H]1C[C@@H](CCC1)N1C(SC=2C=NCCC21)C